C(CCC)OP(=O)(OCCCC)O.NCC(=O)N aminoacetamide dibutyl-phosphate